(Benzo[d][1,3]dioxol-5-yl)-3-(2-chlorophenyl)-1-((6,7,8,9-tetrahydro-5H-[1,2,4]triazolo[4,3-a]azepin-3-yl)methyl)urea O1COC2=C1C=CC(=C2)N(C(=O)NC2=C(C=CC=C2)Cl)CC2=NN=C1N2CCCCC1